NC1=NC=NC=2C3=C(\C(\C4(CCCC4)C12)=N/OCCC#N)C=C(C=C3)O[C@@H]3CC[C@@H](CC3)N 3-[(Z)-[4-amino-8-(cis-4-aminocyclohexoxy)spiro[benzo[h]quinazoline-5,1'-cyclopentane]-6-ylidene]amino]oxypropanenitrile